O=S1(CCN(CC1)C=1C=C(C(=O)O)C=C(N1)F)=O 2-(1,1-dioxidothiomorpholino)-6-fluoroisonicotinic acid